CN(CCNC(=O)C=1N=C(OC1C1=CC=CC=C1)C1=CC(=CC=C1)OC(F)(F)F)C (2-(dimethylamino)ethyl)-5-phenyl-2-(3-(trifluoromethoxy)phenyl)oxazole-4-carboxamide